O=C1NC(CCC1N1CCC2=C(C=CC=C12)N1CC(C1)N(C(OC(C)(C)C)=O)C)=O tert-butyl N-[1-[1-(2,6-dioxo-3-piperidyl)indolin-4-yl]azetidin-3-yl]-N-methyl-carbamate